N,N'-diisopropylsuccinamide C(C)(C)NC(CCC(=O)NC(C)C)=O